[2-(3-chloro-5-fluoro-phenylamino)-5-methyl-pyrimidin-4-ylamino]-3H-benzooxazol-2-one ClC=1C=C(C=C(C1)F)NC1=NC=C(C(=N1)NN1C(OC2=C1C=CC=C2)=O)C